NCCCNCCCS(=O)(=O)O N-(3-Aminopropyl)-3-aminopropanesulfonic acid